BrC(C)C=1C(=C2NC(C=3N(C2=CC1)N=CC3)=O)F 7-(1-bromoethyl)-6-fluoropyrazolo[1,5-a]quinoxalin-4(5H)-one